O1C=CC2=C1C=C(C=C2)CN2CCC1(CC2)COC2=C3CN(C(C3=CC=C21)=O)C2C(NC(CC2)=O)=O 3-(1'-(benzofuran-6-ylmethyl)-6-oxo-6,8-dihydro-2H,7H-spiro[furo[2,3-e]isoindole-3,4'-piperidin]-7-yl)piperidine-2,6-dione